5-Butylthiomethoxyindole C(CCC)SCOC=1C=C2C=CNC2=CC1